beta-tridecene CC=CCCCCCCCCCC